(4-(trifluoromethyl)-phenyl)amino-pyrazolo[3,4-d]pyrimidine FC(C1=CC=C(C=C1)NC1=NNC2=NC=NC=C21)(F)F